1-[(1R)-1-(3-chloro-4-pyridyl)ethyl]-3-[(3R)-4,4-difluorotetrahydrofuran-3-yl]-1-methyl-urea ClC=1C=NC=CC1[C@@H](C)N(C(=O)N[C@@H]1COCC1(F)F)C